2-(3,5-diacetoxy-4-isopropylphenyl)-3-phenylacrylic acid C(C)(=O)OC=1C=C(C=C(C1C(C)C)OC(C)=O)C(C(=O)O)=CC1=CC=CC=C1